p-heptyl-acetophenone C(CCCCCC)C1=CC=C(C=C1)C(C)=O